vanadium-nickel-cobalt selenide [Co]=[Se].[Ni].[V]